C(=CCCCCCCCCCCCCCCCC)N1C(=C(C(C=C1)=O)OCC1=CC=CC=C1)C(C)=O N-octadecenyl-2-acetyl-3-benzyloxypyridin-4-one